C(CC1=C(C(=CC(=C1)C(C)(C)C)C(C)(C)C)O)C1=C(C(=CC(=C1)C(C)(C)C)C(C)(C)C)O 2,2'-ethylenebis[4,6-di-tert-butylphenol]